2-((2-(8-fluoro-2,3-dihydro-4H-benzo[b][1,4]oxazin-4-yl)-2-oxoethyl)amino)-4,6-bis(trifluoromethyl)nicotinonitrile FC1=CC=CC2=C1OCCN2C(CNC2=C(C#N)C(=CC(=N2)C(F)(F)F)C(F)(F)F)=O